acetyluracil CC(=O)N1C(=O)C=CNC1=O